N-(4-(2-(3,4-bis(4-methoxyphenyl)isoxazol-5-yl)acetamido)butyl)icosa-5,8,11,14-tetraenamide COC1=CC=C(C=C1)C1=NOC(=C1C1=CC=C(C=C1)OC)CC(=O)NCCCCNC(CCCC=CCC=CCC=CCC=CCCCCC)=O